C(C)OC(C(C)C=1C=NC=CC1)=O 2-(pyridin-3-yl)Propanoic Acid Ethyl Ester